FC1=CC(=C(C=O)C=C1)[N+](=O)[O-] 4-fluoro-2-nitro-benzaldehyde